2-Amino-7-fluoro-4-(5-fluoro-3-((3S)-3-(3-hydroxy-3-methylpiperidin-1-yl)pyrrolidin-1-yl)-7,9-dihydrofuro[3,4-f]quinazolin-6-yl)thieno[3,2-c]pyridine-3-carbonitrile NC1=C(C=2C(=NC=C(C2S1)F)C=1C2=C(C=3C=NC(=NC3C1F)N1C[C@H](CC1)N1CC(CCC1)(C)O)COC2)C#N